C(CCC)N(C1CCC(C1)N)CCCC 3-di-n-butylamino-5-cyclopentylamine